N,N-bis-(trifluoromethylsulfonyl)aminotetrahydrothiophene-1,1-dioxide FC(S(=O)(=O)N(S(=O)(=O)C(F)(F)F)C1S(CCC1)(=O)=O)(F)F